CC=1N=C(OC1C1=CC=CC=C1)C1=CC=C(C=C1)C=1OC(=C(N1)C)C1=CC=CC=C1 4-methyl-2-[4-(4-methyl-5-phenyl-1,3-oxazol-2-yl)phenyl]-5-phenyl-1,3-oxazole